tert-Butyl 4-[(1E)-3-oxoprop-1-en-1-yl]piperidine-1-carboxylate O=C/C=C/C1CCN(CC1)C(=O)OC(C)(C)C